C(C)(C)(C)OC(=O)N1C[C@H](CCC1)NC(C(C)(C1=CC=CC=C1)N1N=CC=2C=3N(C(=NC21)N)N=C(N3)C=3OC=CC3)=O (3S)-3-(2-(5-amino-2-(furan-2-yl)-7H-pyrazolo[4,3-e][1,2,4]triazolo[1,5-c]pyrimidin-7-yl)-2-phenylpropionamido)piperidine-1-carboxylic acid tert-butyl ester